FC(CO)(F)C=1C(=C(C=CC1)C(C)NC1=NC(=NC2=CC3=C(C=C12)N(C(CO3)=O)C)C)C 4-((1-(3-(1,1-difluoro-2-hydroxyethyl)-2-methylphenyl)ethyl)amino)-2,6-dimethyl-6H-[1,4]oxazino[3,2-g]quinazolin-7(8H)-one